tert-butyl 4-(2-oxo-1H-benzo[cd]indol-6-yl)-3,6-dihydro-2H-pyridine-1-carboxylate O=C1NC2=CC=C(C=3C2=C1C=CC3)C=3CCN(CC3)C(=O)OC(C)(C)C